C(=O)(O)C1=C(C(=C(C(=O)OC(C2=C(C(=C(C=C2)C(=O)O)C(=O)O)CC2=CC=CC=C2)=O)C=C1)CC1=CC=CC=C1)C(=O)O dicarboxybenzylbenzoic acid anhydride